(R)-3-(3-chloro-1H-pyrazolo[3,4-b]pyridin-4-yl)-1',1'-difluoro-2-(5-fluoro-2-pyridyl)spiro[4,6-dihydropyrrolo[1,2-b]pyrazole-5,2'-cyclopropane] ClC1=NNC2=NC=CC(=C21)C2=C1N(N=C2C2=NC=C(C=C2)F)C[C@@]2(C(C2)(F)F)C1